8-Methylbenzo[f]quinazoline-1,3-diamine CC1=CC2=C(C3=C(N=C(N=C3C=C2)N)N)C=C1